O=C1CC(CC1)C(=O)N1CCN(CC1)C(=O)OC(C)(C)C tert-butyl 4-[(3-oxocyclopentyl)carbonyl]-1-piperazinecarboxylate